7-butyl-7H-dibenzo[c,g]carbazole C(CCC)N1C=2C=CC3=C(C2C=2C4=C(C=CC12)C=CC=C4)C=CC=C3